4-[(3aS,6aS)-2-[5-(trifluoromethoxy)-2-pyridyl]-1,3,3a,4,6,6a-hexahydropyrrolo[3,4-c]pyrrol-5-yl]-6-chloro-1-methyl-2-oxo-1,5-naphthyridine-3-carbonitrile FC(OC=1C=CC(=NC1)N1C[C@@H]2CN(C[C@H]2C1)C1=C(C(N(C2=CC=C(N=C12)Cl)C)=O)C#N)(F)F